(R/S)-N-((R)-1-(2-fluoro-3-(trifluoromethyl)phenyl)ethyl)-2-methylpropane-2-sulfinamide FC1=C(C=CC=C1C(F)(F)F)[C@@H](C)N[S@](=O)C(C)(C)C |&1:14|